C(C(C)C)(=O)NC=1N=C(C=2N=CN([C@H]3C[C@H](OCN=[N+]=[N-])[C@@H](CO)O3)C2N1)OC(N(C1=CC=CC=C1)C1=CC=CC=C1)=O N2-isobutyryl-O6-diphenylcarbamoyl-3'-O-azidomethyl-2'-deoxyguanosine